2-Mercapto-5,6-dihydrofuro[2,3-d]pyrimidin-4-ol SC=1N=C(C2=C(N1)OCC2)O